C(CCCC)C1=CC=C(C=C1)C=1C(=CC(=C2C(C=C(OC12)C1=CC=C(C=C1)OCC1=CC=CC=C1)=O)OC)OC 8-(4-pentylphenyl)-2-(4-(benzyloxy)phenyl)-5,7-dimethoxy-4H-chromen-4-one